CC=1N=CSC1S(N)(=O)=O 4-methyl-5-sulfamoylthiazol